NC(C(=O)O)(CCCCB(O)O)CCCOC1=CC=C(C=C1)Cl 2-amino-6-borono-2-(3-(4-chlorophenoxy)propyl)hexanoic acid